((2S,5R)-4-(1-(4-fluoro-2-(3-hydroxyoxetan-3-yl)phenyl)ethyl)-2,5-dimethylpiperazin-1-yl)-4-methyl-2-(tetrahydro-2H-pyran-2-yl)-2,4-dihydro-5H-pyrazolo[4,3-b]pyridin-5-one FC1=CC(=C(C=C1)C(C)N1C[C@@H](N(C[C@H]1C)C=1N(N=C2C1N(C(C=C2)=O)C)C2OCCCC2)C)C2(COC2)O